NC1CCC(CC1)C(=O)NCCOC1=CC=C(C=C1)C1=C(C(=O)NCC(=O)N2[C@@H](CC(C2)(F)F)C#N)C=CN=C1 3-(4-(2-((1r,4r)-4-aminocyclohexanecarboxamido)ethoxy)phenyl)-N-(2-((S)-2-cyano-4,4-difluoropyrrolidin-1-yl)-2-oxoethyl)isonicotinamide